[N+](=O)([O-])C(CC(=O)OC)CCCCCCCCCC(=O)OC dimethyl 3-nitro-brassylate